ClC1=NC=2N(C(=C1)N1CCN(CC1)S(=O)(=O)C)N=CC2 1-{5-chloropyrazolo[1,5-a]pyrimidin-7-yl}-4-methanesulfonylpiperazine